tert-butyl 6-(6-bromo-5-fluoroindazol-1-yl)-2-azaspiro[3.3]heptane-2-carboxylate BrC1=C(C=C2C=NN(C2=C1)C1CC2(CN(C2)C(=O)OC(C)(C)C)C1)F